(Phenyl)(cyclobutyl)methylene(cyclopentadienyl)(2,7-di-tert-butylfluoren-9-yl)zirconium C1(=CC=CC=C1)C(=[Zr](C1C2=CC(=CC=C2C=2C=CC(=CC12)C(C)(C)C)C(C)(C)C)C1C=CC=C1)C1CCC1